4-(6-(3-fluorophenyl)imidazo[1,5-a]pyrazin-3-yl)-N-(3-(2-oxopyrrolidin-1-yl)propyl)benzamide FC=1C=C(C=CC1)C=1N=CC=2N(C1)C(=NC2)C2=CC=C(C(=O)NCCCN1C(CCC1)=O)C=C2